(S)-1-(2-(benzo[d][1,3]dioxol-5-ylamino)-5-methyl-pyrimidin-4-yl)-N-(1-(3-chloro-phenyl)-2-hydroxy-ethyl)-1H-imidazole-4-carboxamide O1COC2=C1C=CC(=C2)NC2=NC=C(C(=N2)N2C=NC(=C2)C(=O)N[C@H](CO)C2=CC(=CC=C2)Cl)C